5-(benzyloxy)-2-(4-methoxyphenyl)-3-methyl-1H-indole C(C1=CC=CC=C1)OC=1C=C2C(=C(NC2=CC1)C1=CC=C(C=C1)OC)C